O[C@H]1C[C@H](N(C1)C=1C=NNC(C1C(F)(F)F)=O)COC=1C=C(C(=O)O)C=CC1 3-[[(2S,4S)-4-hydroxy-1-[6-oxo-5-(trifluoromethyl)-1,6-dihydropyridazin-4-yl]pyrrolidin-2-yl]methoxy]benzoic acid